(1r,3r)-5'-chloro-1'-(4-methoxybenzyl)-3-methyl-1',2'-dihydrospiro[cyclobutane-1,3'-pyrrolo[2,3-b]pyridin]-3-ol ClC=1C=C2C(=NC1)N(CC21CC(C1)(O)C)CC1=CC=C(C=C1)OC